[4-(4-ethylphenyl)-1H-pyrrol-2-yl](3,4,5-trimethoxyphenyl)methanone C(C)C1=CC=C(C=C1)C=1C=C(NC1)C(=O)C1=CC(=C(C(=C1)OC)OC)OC